[1-[4-[methyl(tetra-hydropyran-4-yl)amino]-5-oxido-6,7-dihydro-thieno[3,2-d]pyrimidin-5-ium-2-yl]azetidin-3-yl] 2-methylbenzoate CC1=C(C(=O)OC2CN(C2)C=2N=C(C3=C(N2)CC[S+]3[O-])N(C3CCOCC3)C)C=CC=C1